(E)-N-((1,2,3,5,6,7-hexahydro-s-indacen-4-yl)carbamoyl)-3-(methyl(tetrahydro-2H-pyran-4-yl)amino)prop-1-ene-1-sulfonamide C1CCC2=C(C=3CCCC3C=C12)NC(=O)NS(=O)(=O)\C=C\CN(C1CCOCC1)C